NCCCNCCCN bisaminopropylamine